(1,1-difluoro-6-azaspiro[2.5]octan-6-yl)(2,3-dihydro-1H-pyrrolo[1,2-a]indol-9-yl)methanone FC1(CC12CCN(CC2)C(=O)C2=C1N(C=3C=CC=CC23)CCC1)F